(S)-3a-Hydroxy-1-(quinolin-6-yl)-1,2,3,3a,5,6,7,8-octahydro-4H-benzo[4,5]thieno[2,3-b]pyrrolo[3,2-e]pyridin-4-one O[C@]12C(C3=C(N=C1N(CC2)C=2C=C1C=CC=NC1=CC2)SC2=C3CCCC2)=O